3-(1-oxo-5-(((1S,2S)-2-(((R)-1-phenylethyl)amino)cyclohexyl)oxy)isoindolin-2-yl)piperidine-2,6-dione O=C1N(CC2=CC(=CC=C12)O[C@@H]1[C@H](CCCC1)N[C@H](C)C1=CC=CC=C1)C1C(NC(CC1)=O)=O